(R)-2-((((9H-fluoren-9-yl)methoxy)carbonyl)amino)-3-(2-(2-methoxyethoxy)ethoxy)propan-1-amine C1=CC=CC=2C3=CC=CC=C3C(C12)COC(=O)N[C@H](CN)COCCOCCOC